isopropyl (trans-4-(5-(2-(N-(tert-butyl)sulfamoyl)-4-(2H-indazol-6-yl)phenyl)thiazol-2-yl)cyclohexyl)carbamate C(C)(C)(C)NS(=O)(=O)C1=C(C=CC(=C1)C=1C=CC2=CNN=C2C1)C1=CN=C(S1)[C@@H]1CC[C@H](CC1)NC(OC(C)C)=O